5-[4-(5-chloro-2-methyl-benzofuran-7-yl)-2,6-difluoro-phenyl]-hexanoic acid ClC=1C=C(C2=C(C=C(O2)C)C1)C1=CC(=C(C(=C1)F)C(CCCC(=O)O)C)F